FC=1C(=NC=C(C1C=O)C)C1=NC(=NC=C1)C1(CC1)O (3-fluoro-2-(2-(1-hydroxycyclopropyl)pyrimidin-4-yl)-5-methylpyridin-4-yl)methanone